BrC=1C=CC=C2C(CC(OC12)C1=C(C=C(C=C1)Cl)F)=O 8-bromo-2-(4-chloro-2-fluorophenyl)chromane-4-one